{3-[N,N-bis(tert-butyldimethylsilyl)amino]Propyl}trimethoxysilane [Si](C)(C)(C(C)(C)C)N([Si](C)(C)C(C)(C)C)CCC[Si](OC)(OC)OC